O1[C@H](COCC1)CN1N=C2C3=C(C=CC2=C1)OC(=C3C(F)(F)F)C(=O)NCC3=NC=C(C=C3)C 2-{[(2S)-1,4-dioxan-2-yl]methyl}-N-[(5-methylpyridin-2-yl)methyl]-8-(trifluoromethyl)-2H-furo[2,3-g]indazole-7-carboxamide